tert-butyl-(5-bromopentoxy)-dimethylsilane C(C)(C)(C)[Si](C)(C)OCCCCCBr